C(C)(C)[C@@H]1[C@H](C1)C=1C=2N(N=C(C1)C=1C(NC(NC1)=O)=O)C=CN2 5-(8-((1S,2R)-2-isopropylcyclopropyl)imidazo[1,2-b]pyridazin-6-yl)pyrimidine-2,4(1H,3H)-dione